dicarbonyl-(methylcyclopentadienyl)iron C(=O)=[Fe](C1(C=CC=C1)C)=C=O